FC1=C(C=CC(=C1)F)[C@H](C)NC(C(CC1=CC=CC=C1)N1S(C2=C(NC1=O)C=CC=C2)(=O)=O)=O N-[(1S)-1-(2,4-Difluorophenyl)ethyl]-3-phenyl-2-(1,1,3-trioxo-4H-1lambda6,2,4-benzothiadiazin-2-yl)propanamide